ethyl (R)-6-chloro-7-(2-(((3-chloropyridin-2-yl)oxy)methyl)pyrrolidin-1-yl)-4-oxo-1-(pyrazin-2-yl)-1,4-dihydro-1,8-naphthyridine-3-carboxylate ClC=1C=C2C(C(=CN(C2=NC1N1[C@H](CCC1)COC1=NC=CC=C1Cl)C1=NC=CN=C1)C(=O)OCC)=O